1-(trifluoromethyl)benzamide FC(C1(C(=O)N)CC=CC=C1)(F)F